CC1=C(C(=C(C=C1)C(C(=O)OCC(C(COC(C(=O)C1=C(C(=C(C=C1)C)C)C)=O)CC)CC)=O)C)C 2,3-diethyl-1,4-butanediol ditrimethylphenylglyoxylate